5,5-dimethyl-10-(selenophen-2-yl)-5,10-dihydrobenzo[b][1,8]naphthyridine CC1(C2=C(N(C=3N=CC=CC13)C=1[Se]C=CC1)C=CC=C2)C